2,6-di-t-butyl-α-dimethylamino-p-Cresol C(C)(C)(C)C1=CC(=CC(=C1O)C(C)(C)C)CN(C)C